N-(4-((3-phenethyl-3-(tetrahydro-2H-pyran-2-yl)pyrrolidin-1-yl)methyl)phenyl)acetamide C(CC1=CC=CC=C1)C1(CN(CC1)CC1=CC=C(C=C1)NC(C)=O)C1OCCCC1